5-chloro-2-(3-chloromethyl-s-triazolyl)benzophenone ClC=1C=CC(=C(C(=O)C2=CC=CC=C2)C1)C1=NC(=NN1)CCl